COC1=C(C=C(C=C1B1OC(C(O1)(C)C)(C)C)CC(=O)OCC)[N+](=O)[O-] Ethyl 4-methoxy-3-nitro-5-(4,4,5,5-tetramethyl-1,3,2-dioxaborolane-2-yl)phenylacetate